ClC1=C(C=CC=2N=C(SC21)C)B2OC(C(O2)(C)C)(C)C 7-chloro-2-methyl-6-(4,4,5,5-tetra-methyl-1,3,2-dioxa-borolan-2-yl)benzo[d]thiazole